4,4'-thiobis[5-cyclohexyloxy-3-chloro-2(5H)furanone] S(C1=C(C(OC1OC1CCCCC1)=O)Cl)C1=C(C(OC1OC1CCCCC1)=O)Cl